tert-butyl (5-(2,2-dimethoxyethyl)-6-(1H-pyrazol-4-yl)pyrimidin-4-yl)carbamate COC(CC=1C(=NC=NC1C=1C=NNC1)NC(OC(C)(C)C)=O)OC